O=C1CC2(C1)CCN(CC2)C=2C=NC(=NC2)C2=NOC(=C2)C(=O)OC(C)(C)C tert-butyl 3-(5-(2-oxo-7-azaspiro[3.5]nonan-7-yl)pyrimidin-2-yl)isoxazole-5-carboxylate